N-[(2'-cyanobiphenyl-4-yl)methyl]-N-pentanoyl-(L)-valine methyl ester COC([C@@H](N(C(CCCC)=O)CC1=CC=C(C=C1)C1=C(C=CC=C1)C#N)C(C)C)=O